C(C)N1C(=CC2=CC=CC=C12)C1=NC2=C(N1C)C(=CC(=C2)C(=O)N2C[C@@H](CCC2)N)OC (3R)-1-{[2-(1-ethyl-1H-indol-2-yl)-1-methyl-7-(methyloxy)-1H-benzimidazol-5-yl]carbonyl}-3-piperidinamine